(8-chloro-3-(2,3-dichlorophenyl)imidazo[1,5-a]pyrazin-1-yl)methanol ClC=1C=2N(C=CN1)C(=NC2CO)C2=C(C(=CC=C2)Cl)Cl